[Si](C)(C)(C(C)(C)C)OCC(OC=1C=2N(C=C(C1)C=1N=NN(C1C)C1CCN(CC1)C(=O)OC(C)(C)C)N=CC2Cl)C2=NC=CC=C2 tert-Butyl 4-[4-[4-[2-[tert-butyl(dimethyl)silyl]oxy-1-(2-pyridyl)ethoxy]-3-chloro-pyrazolo[1,5-a]pyridin-6-yl]-5-methyl-triazol-1-yl]piperidine-1-carboxylate